(5aR,5bS,7aS,10aS,10bR,E)-N-(3-fluorophenyl)-8-hydrazineylidene-5a,7a-dimethyl-5,5a,5b,6,7,7a,8,9,10,10a,10b,11-dodecahydro-4H-cyclopenta[7,8]phenanthro[2,1-d]thiazol-2-amine FC=1C=C(C=CC1)NC=1SC2=C(N1)CC[C@@]1([C@H]3CC[C@]/4([C@H]([C@@H]3CC=C12)CC\C4=N/N)C)C